1-((3aR,5s,6aS)-5-((5-(6,7-dihydro-4H-pyrano[3,4-d]thiazol-2-yl)-1H-pyrrolo[2,3-b]pyridin-4-yl)amino)hexahydrocyclopenta[c]pyrrol-2(1H)-yl)-2-hydroxyethan-1-one S1C(=NC2=C1CCOC2)C=2C(=C1C(=NC2)NC=C1)NC1C[C@@H]2[C@@H](CN(C2)C(CO)=O)C1